C[Si]1(CCN(CC1)C=1C=C(C=CC1[N+](=O)[O-])NS(=O)(=O)CC(=O)OCC)C ethyl 2-(N-(3-(4,4-dimethyl-1,4-azasilinan-1-yl)-4-nitrophenyl)sulfamoyl)acetate